CC1(OB(OC1(C)C)C=1C=C(C=CC1)C=1C=NC=CC1)C 3-(3-(4,4,5,5-Tetramethyl-1,3,2-dioxaborolan-2-yl)phenyl)pyridine